CC1=CC=C(C(=O)[C@H]2[C@@H](C23C(C2=CC=CC=C2C3=O)=O)C3=CC=CC=C3)C=C1 (2S,3R)-2-(4-methylbenzoyl)-3-phenylspiro[cyclopropane-1,2'-indene]-1',3'-dione